N-[5-[4-[[(2R)-1-cyclopropylazetidin-2-yl]methoxy]-2-methyl-pyrazol-3-yl]pyrazolo[1,5-a]pyridin-2-yl]cyclopropanecarboxamide C1(CC1)N1[C@H](CC1)COC1=C(N(N=C1)C)C1=CC=2N(C=C1)N=C(C2)NC(=O)C2CC2